6-ethyl-2-methyldec-1-ene C(C)C(CCCC(=C)C)CCCC